C(CCC)(C1=C(C=C(C(=C1)C(C)(C)C)O)C)C1=C(C=C(C(=C1)C(C)(C)C)O)C 4,4'-butylidenebis(6-t-butyl-3-methylphenol)